3-(4-(tert-butoxy)phenyl)-6-(3-fluoro-4-isopropoxyphenyl)-7-methylimidazo[1,2-a]pyridine C(C)(C)(C)OC1=CC=C(C=C1)C1=CN=C2N1C=C(C(=C2)C)C2=CC(=C(C=C2)OC(C)C)F